dimethyl-[3-(trimethylsilyl)propyl]silylmethanol CC(O)([SiH2]CCC[Si](C)(C)C)C